5-[4-amino-5-(trifluoromethyl)pyrrolo[2,1-f][1,2,4]triazin-7-yl]-N-[(3R,4S)-1-(3-chloropyridine-4-carbonyl)-4-fluoropyrrolidin-3-yl]-4-fluoro-2-methylbenzamide NC1=NC=NN2C1=C(C=C2C=2C(=CC(=C(C(=O)N[C@@H]1CN(C[C@@H]1F)C(=O)C1=C(C=NC=C1)Cl)C2)C)F)C(F)(F)F